lauryl phenyl ether phosphate P(=O)(O)(O)O.C1(=CC=CC=C1)OCCCCCCCCCCCC